O=C(CC#N)[C@@H]1CC[C@H](CC1)C(C)(C)C 3-oxo-3-(trans-4-tert-butylcyclohexyl)propionitrile